O[C@H]1C[C@H]2CC[C@H]3[C@@H]4CC[C@@H]([C@@]4(C)CC[C@@H]3[C@]2(CC1)C)C#N 3α-hydroxy-5β-androstan-17β-carbonitrile